C1(CC1)C1=C(C=C(C(=C1)I)C)N(C(C#CC1CCSCC1)=O)C1=NC=C(C=C1C)C N-(2-cyclopropyl-4-iodo-5-methylphenyl)-N-(3,5-dimethylpyridin-2-yl)-3-(tetrahydro-2H-thiopyran-4-yl)propiolamide